5-(3-fluorophenyl)-1H-imidazol FC=1C=C(C=CC1)C1=CN=CN1